6-methoxy-5-((phenylmethyl)sulfonamido)nicotinic acid COC1=NC=C(C(=O)O)C=C1NS(=O)(=O)CC1=CC=CC=C1